C(#N)[C@@H]1[C@H](CN(C12CC2)C(=O)[C@@H]2CC[C@H]1N2C([C@H](CCCC1)NC(OC(C)(C)C)=O)=O)C1=CC(=CC=C1)C(F)F tert-butyl ((3s,6s,10aS)-3-((6S,7R)-7-cyano-6-(3-(difluoromethyl)phenyl)-4-azaspiro[2.4]heptane-4-carbonyl)-5-oxodecahydropyrrolo[1,2-a]azocin-6-yl)carbamate